3-(7-Cyanobenzo[c][1,2,5]thiadiazol-4-yl)-5-(trifluoromethyl)-3-azabicyclo[3.1.0]hexane-1-carboxylic acid C(#N)C1=CC=C(C=2C1=NSN2)N2CC1(CC1(C2)C(F)(F)F)C(=O)O